tert-butyl (7-chloro-1,6-dihydroxy-1,3-dihydrobenzo[c][1,2]oxaborol-3-yl)methylcarbamate ClC1=C(C=CC2=C1B(OC2CNC(OC(C)(C)C)=O)O)O